N-(7-(dimethylamino)-3H-phenothiazin-3-ylidene-8-dodecyl)-N-methylmethanaminium iodide [I-].CN(C=1C=C2SC3=CC(C=CC3=NC2=CC1)=CCCCC(CCCCCCC)[NH+](C)C)C